ethyl 1-(3-fluoro-4-oxo-4H-quinolizin-9-yl)-5-trifluoromethyl-1H-pyrazole-4-carboxylate FC1=CC=C2C(=CC=CN2C1=O)N1N=CC(=C1C(F)(F)F)C(=O)OCC